FC1=CC=CC(=N1)NC1=NC=C(C(=O)NOC)C(=C1)NC=1C(=NC=CC1)N(S(=O)(=O)C)C 6-((6-Fluoropyridin-2-yl)amino)-N-methoxy-4-((2-(N-Methylmethanesulfonamido)pyridin-3-yl)amino)Nicotinamide